C[C@H]1N(CCNC1)C(C)=O (R)-1-(2-methylpiperazin-1-yl)ethan-1-one